ClC=1C=CC2=C(NCC(O2)C(=O)NC23C[C@@H](C(CC2)(CC3)NC(COC3=CC(=C(C=C3)Cl)F)=O)O)C1 6-chloro-N-{(3S)-4-[2-(4-chloro-3-fluorophenoxy)acetamido]-3-hydroxybicyclo[2.2.2]octan-1-yl}-3,4-dihydro-2H-1,4-benzoxazine-2-carboxamide